tert-butyl 3-(2,3-dichloro-4-tolyl)-3-hydroxy-1-pyrrolidinecarboxylate ClC1=C(C=CC(=C1Cl)C1(CN(CC1)C(=O)OC(C)(C)C)O)C